C(C1=CC=CC=C1)OC1=NC(=CC=C1C1(C(C=C(C(=C1)F)Br)N)N)OCC1=CC=CC=C1 1-(2,6-bis(benzyloxy)pyridin-3-yl)-4-bromo-5-fluorobenzene-1,2-diamine